4-((6-(difluoromethyl)-7-((3-(N-methylmethylsulfonamido)pyrazin-2-yl)methyl)-7H-pyrrolo[2,3-d]pyrimidin-2-yl)amino)-2-fluoro-5-methoxybenzoic acid FC(C1=CC2=C(N=C(N=C2)NC2=CC(=C(C(=O)O)C=C2OC)F)N1CC1=NC=CN=C1N(S(=O)(=O)C)C)F